O1[C@@H](COCC1)COC=1N2CCC3=C(C2=C(C(C1)=O)C)C=CC(=C3)N3CC(C3)OC 4-[[(2S)-1,4-dioxan-2-yl]methoxy]-9-(3-methoxyazetidin-1-yl)-1-methyl-6,7-dihydrobenzo[a]quinolizin-2-one